tert-butyl 3-(1-((2,7-dimethyl-[1,2,4]triazolo[1,5-a]pyridin-6-yl)carbamoyl)-2,3-dihydro-1H-pyrrolo[2,3-b]pyridin-4-yl)-3,8-diazabicyclo[3.2.1]octane-8-carboxylate CC1=NN2C(C=C(C(=C2)NC(=O)N2CCC=3C2=NC=CC3N3CC2CCC(C3)N2C(=O)OC(C)(C)C)C)=N1